5-[(tert-butyldimethylsilyl)oxy]-4-cyclopentyl-3-methyl-1-(oxan-2-yl)pyrazolo[3,4-b]pyridine [Si](C)(C)(C(C)(C)C)OC=1C(=C2C(=NC1)N(N=C2C)C2OCCCC2)C2CCCC2